2-(3-Oxa-6-azabicyclo[3.1.1]heptan-6-yl)-6-methoxy-N-(5-methoxy-2-((1-(trifluoromethyl)-2-oxabicyclo[2.1.1]hexan-4-yl)carbamoyl)phenyl)benzo[d]thiazole-7-carboxamide C12COCC(N1C=1SC3=C(N1)C=CC(=C3C(=O)NC3=C(C=CC(=C3)OC)C(NC31COC(C3)(C1)C(F)(F)F)=O)OC)C2